6-cyano-N-(3,3-difluorocyclobutyl)-4-(2-((6,6-dimethyl-2,4-dioxo-3-azabicyclo[3.1.0]hexan-3-yl)methyl)thieno[3,2-b]pyridin-7-yl)-2-methylnicotinamide 2,2,2-trifluoroacetate FC(C(=O)O)(F)F.C(#N)C1=NC(=C(C(=O)NC2CC(C2)(F)F)C(=C1)C1=C2C(=NC=C1)C=C(S2)CN2C(C1C(C1C2=O)(C)C)=O)C